5-chloro-4-(1-methyl-1H-indol-3-yl)-N-(1-(4-nitrobenzyl)-1H-pyrazol-4-yl)pyrimidin-2-amine ClC=1C(=NC(=NC1)NC=1C=NN(C1)CC1=CC=C(C=C1)[N+](=O)[O-])C1=CN(C2=CC=CC=C12)C